3-((2-((3-(trifluoromethyl)phenethyl)amino)quinazolin-4-yl)amino)propan-1-ol FC(C=1C=C(CCNC2=NC3=CC=CC=C3C(=N2)NCCCO)C=CC1)(F)F